2'-chloro-5'-methoxy-N-(5-((5-(2-methoxyprop-2-yl)pyridin-2-yl)methoxy)-1,3,4-thiadiazol-2-yl)-6-methyl-(4,4'-bipyridine)-3-carboxamide ClC1=NC=C(C(=C1)C1=C(C=NC(=C1)C)C(=O)NC=1SC(=NN1)OCC1=NC=C(C=C1)C(C)(C)OC)OC